5-(5-(3,5-dichloro-4-fluorophenyl)-5-(trifluoromethyl)-4,5-dihydroisoxazol-3-yl)-N-(2,2,3,3,3-pentafluoropropyl)-5,6-dihydro-4H-thieno[2,3-c]pyrrole-2-carboxamide ClC=1C=C(C=C(C1F)Cl)C1(CC(=NO1)N1CC2=C(C1)C=C(S2)C(=O)NCC(C(F)(F)F)(F)F)C(F)(F)F